N1CCC(CC1)C=1C=C2C=CC=C(C2=CC1)N1C(NC(CC1)=O)=O 1-[6-(piperidin-4-yl)naphthalen-1-yl]-1,3-diazinane-2,4-dione